NCCC(=O)N(CCCCCCCCCC)CCCCCCCCCC 3-amino-N,N-didecylpropionamide